2-Chloro-N-((3-chloropyridin-2-yl)carbamoyl)-6-(trifluoromethyl)nicotinamide ClC1=C(C(=O)NC(NC2=NC=CC=C2Cl)=O)C=CC(=N1)C(F)(F)F